OCC(=O)[C@H](O)[C@@H](O)[C@H](O)CO D-Sorbose